(S)-4-methyl-1-oxo-1-(phenylamino)pent-2-ylcarbamic acid benzyl ester C(C1=CC=CC=C1)OC(N[C@H](C(NC1=CC=CC=C1)=O)CC(C)C)=O